[Nd].P(OCC(CCCC)CC)(OCC(CCCC)CC)=O di(2-ethylhexyl) phosphonate neodymium